4-Methyl-N-[[2-methyl-3-(6-methyl-2-pyridinyl)-1H-indol-5-yl]methyl]pyrimidine-5-carboxamide CC1=NC=NC=C1C(=O)NCC=1C=C2C(=C(NC2=CC1)C)C1=NC(=CC=C1)C